[N+](=O)([O-])C=1C=C(C=C2CCC(NC12)=O)C(=O)OC methyl 8-nitro-2-oxo-3,4-dihydro-1H-quinoline-6-carboxylate